NC=1C=C(C(C(=O)O)=CC1)C(=O)O 4-AminoPhthalic Acid